ClC=1C=C(C=CC1)C[C@@H](C)N (R)-(-)-2-(3-chlorophenyl)-1-methylethylamine